3-hydroxy-3-(2-oxo-2-(2-chlorophenyl)ethyl)indol-2-one OC1(C(NC2=CC=CC=C12)=O)CC(C1=C(C=CC=C1)Cl)=O